FC1=CC(=C(O[C@H](C(=O)OCC)C)C=C1)C1=NOCC1OCCCC ethyl (2S)-2-[4-fluoro-2-(4-butoxy-4,5-dihydroisoxazol-3-yl)phenoxy]propanoate